3-[[2-[4-[3-[1-(5-chloropyrimidin-2-yl)-4-piperidyl]propoxy]-2-fluoro-phenyl]acetyl]amino]propanoic acid ClC=1C=NC(=NC1)N1CCC(CC1)CCCOC1=CC(=C(C=C1)CC(=O)NCCC(=O)O)F